C(#N)C=1C(=NC(=CC1C)C)N1C[C@H](C[C@H]1C(N(C=1C=C(C=CC1)C)CC)=O)NC(OCC=C)=O allyl N-[(3S,5S)-1-(3-cyano-4,6-dimethyl-2-pyridyl)-5-[ethyl(m-tolyl)carbamoyl]pyrrolidin-3-yl]-carbamate